(1-(3,5-Bis(benzyloxy)-4-bromophenyl)piperidin-4-yl)carbamate C(C1=CC=CC=C1)OC=1C=C(C=C(C1Br)OCC1=CC=CC=C1)N1CCC(CC1)NC([O-])=O